C(#N)C=1C=C(C=C(C1)F)[C@H]1N(OCC1)C(=O)[C@@H]1CC[C@H](CC1)CN1N=C(C2=CC(=C(C=C12)F)C#N)C trans-1-((4-((S)-3-(3-cyano-5-fluorophenyl)isoxazolidine-2-carbonyl)cyclohexyl)methyl)-6-fluoro-3-methyl-1H-indazole-5-carbonitrile